ClC1=C(C(=O)N2CC3=CC=CC(=C3CC2)C(CC(=O)O)C2=CC3=C(N(N=N3)C)C(=C2)OC)C=CC(=C1)C#N 3-[2-(2-chloro-4-cyanobenzoyl)-1,2,3,4-tetrahydroisoquinolin-5-yl]-3-(7-methoxy-1-methyl-1H-benzo[d][1,2,3]triazol-5-yl)propionic acid